C1=CC=CC=2C3=CC=CC=C3C(C12)COC(=O)N[C@@H](CCCCNC(CCOCCOCCOCCOCCOCCOCCOCCOCCOCCOCCOCCOC)=O)C(=O)O (S)-44-((((9H-fluoren-9-yl)methoxy)carbonyl)amino)-38-oxo-2,5,8,11,14,17,20,23,26,29,32,35-dodecaoxa-39-azapentatetracontan-45-oic acid